CN1N=CC=C1C1=CC=C2C(N(C=NC2=C1)CC=1C=C(C(=O)NC2CCN(CC2)C)C=CC1)=O 3-((7-(1-Methyl-1H-pyrazol-5-yl)-4-oxoquinazolin-3(4H)-yl)methyl)-N-(1-methylpiperidin-4-yl)benzamide